(7R)-3-cyclopropyl-5-[(2-fluoro-2-methylpropyl)sulfamoyl]-N-pyridin-3-yl-8,9-dihydro-7H-cyclopenta[H]isoquinoline-7-carboxamide C1(CC1)C=1N=CC2=C3C(=CC(=C2C1)S(NCC(C)(C)F)(=O)=O)[C@@H](CC3)C(=O)NC=3C=NC=CC3